ClC1=CC=C2C(=N1)N=C(O2)N2CCN(CC2)C(=O)C2=CC=C(C=C2)N2CC(C2)OC(C)(C)CC (4-(5-chlorooxazolo[4,5-b]pyridin-2-yl)piperazin-1-yl)(4-(3-(tert-pentyloxy)azetidin-1-yl)phenyl)methanone